C(C)(C)C1=C(C(C(=O)O)=CC(=C1)C(C)C)O 3,5-diisopropyl-salicylic acid